C[C@@H](C(=O)OCC)CC |r| (+/-)-ethyl 2-methylbutanoate